CN1[C@@H](COCC1)COC=1C=C(C(=O)N[C@H](C)C=2N=NC(=CC2)C(F)(F)F)C=C(C1)C=1SC(=CN1)C 3-{[(3S)-4-methylmorpholin-3-yl]methoxy}-5-(5-methyl-1,3-thiazol-2-yl)-N-{(1R)-1-[6-(trifluoromethyl)pyridazin-3-yl]ethyl}benzamide